Cl[C@H](C)C=1C(=CC2=C(N=C(S2)C)C1)F 5-[(1R)-1-chloroethyl]-6-fluoro-2-methyl-1,3-benzothiazole